8-hydroxy-3-methyl-1H-isochromen-1-one OC=1C=CC=C2C=C(OC(C12)=O)C